BrC1=CC=C(CNCCNS(=O)(=O)C=2C=3C=CN=CC3C=CC2)C=C1 N-(2-((4-Bromobenzyl)amino)ethyl)isoquinoline-5-sulfonamide